C(C)(C)(C)[Si](C)(C)OC1=C2C(=NN(C2=CC=C1)C1OCCCC1)I tert-butyl-(3-iodo-1-tetrahydropyran-2-yl-indazol-4-yl)oxy-dimethyl-silane